3-(5-(4-((tert-butylamino)methyl)pyridin-2-yl)-1-oxoisoindolin-2-yl)piperidine-2,6-dione C(C)(C)(C)NCC1=CC(=NC=C1)C=1C=C2CN(C(C2=CC1)=O)C1C(NC(CC1)=O)=O